C(C)(=O)O[C@H]([C@@H](CNC(CC1=CC=C(C=C1)C#C)=O)OC(C)=O)[C@@H]1O[C@](C[C@@H]([C@H]1NC(COC(C)=O)=O)OC(C)=O)(SC1=CC=C(C=C1)C)C(=O)OC (1R,2R)-1-((2R,3R,4S,6R)-4-acetoxy-3-(2-acetoxy acetamido)-6-(methoxycarbonyl)-6-(p-tolylthio)tetrahydro-2H-pyran-2-yl)-3-(2-(4-ethynylphenyl)acetamido)propane-1,2-diyl diacetate